(R)-6-(5-cyano-1H-pyrazolo[3,4-b]pyridin-1-yl)-N-(2-fluoro-3-hydroxy-3-methylbutyl)-4-((1-(pyrimidin-2-yl)-1H-pyrazol-4-yl)amino)nicotinamide C(#N)C=1C=C2C(=NC1)N(N=C2)C2=NC=C(C(=O)NC[C@H](C(C)(C)O)F)C(=C2)NC=2C=NN(C2)C2=NC=CC=N2